trans-N-(4-(2-aminocyclopropyl)phenyl)-2-phenylacetamide N[C@H]1[C@@H](C1)C1=CC=C(C=C1)NC(CC1=CC=CC=C1)=O